1-((4-(5-(5-methylisothiazol-3-yl)-1,2,4-oxadiazol-3-yl)naphthalen-1-yl)methyl)azetidine-3-carboxylic acid hydrochloride Cl.CC1=CC(=NS1)C1=NC(=NO1)C1=CC=C(C2=CC=CC=C12)CN1CC(C1)C(=O)O